3-(4-iodophenyl)-5-phenyl-4,5-dihydro-1,2,4,5-oxadiazaborole IC1=CC=C(C=C1)C1=NOB(N1)C1=CC=CC=C1